7-(7-chloro-3-(methylamino)-2,3-dihydro-1H-inden-5-yl)-3-((1-(4,4-difluoro-3-(3-fluoro-1H-pyrazol-1-yl)butyryl)-4-hydroxypiperidin-4-yl)methyl)thieno[3,4-d]pyrimidin-4(3H)-one ClC=1C=C(C=C2C(CCC12)NC)C=1SC=C2C1N=CN(C2=O)CC2(CCN(CC2)C(CC(C(F)F)N2N=C(C=C2)F)=O)O